N\C(=C/C(=O)OC)\C methyl β-aminocrotonate